(pyridine-2-carboxylic acid) iridium [Ir].N1=C(C=CC=C1)C(=O)O